2,9,9',9a'-tetrahydro-1,1'-spirobifluorene-9,9'-diol C12(CC=CC=3C4=CC=CC=C4C(C13)O)C=CC=C1C3=CC=CC=C3C(C12)O